sodium 2-methyl-2-[(1-oxo-2-propenyl)amino]-1-propanesulfonic acid CC(CS(=O)(=O)O)(C)NC(C=C)=O.[Na]